FC1=C(C=C(C=C1)C(C=1C(NC=CN1)=O)O)C1=NC=NC2=CC(=CC=C12)N1CCOCC1 3-{[4-Fluoro-3-(7-morpholin-4-yl-quinazolin-4-yl)phenyl]-hydroxymethyl}-1H-pyrazin-2-one